3-[5-(isopropylthio)pyridin-3-yl]-3-[4-(7H-pyrrolo[2,3-d]pyrimidin-4-yl)-1H-pyrazol-1-yl]propanenitrile C(C)(C)SC=1C=C(C=NC1)C(CC#N)N1N=CC(=C1)C=1C2=C(N=CN1)NC=C2